6-bromo-3-(2,2-diphenylacetamido)picolinic acid methyl ester COC(C1=NC(=CC=C1NC(C(C1=CC=CC=C1)C1=CC=CC=C1)=O)Br)=O